2-acetamido-N-((1r,4r)-4-methoxycyclohexyl)-5-(thiazol-5-yl)benzamide tert-butyl-8-methyl-4-(2-methylsulfinyl-7-oxo-8H-pyrido[2,3-d]pyrimidin-6-yl)-2,3-dihydroquinoxaline-1-carboxylate C(C)(C)(C)OC(=O)N1CCN(C2=CC=CC(=C12)C)C1=CC2=C(N=C(N=C2)S(=O)C)NC1=O.C(C)(=O)NC1=C(C(=O)NC2CCC(CC2)OC)C=C(C=C1)C1=CN=CS1